cyclohexyl(trimethylsilyl-methyl)dimethoxysilane C1(CCCCC1)[Si](OC)(OC)C[Si](C)(C)C